NC(C(=O)O)CC1C=CC(C=C1)=O 2-amino-3-(4-oxocyclohexane-2,5-dienyl)propionic acid